[N+](=O)([O-])C1CCN(CC1)C(=O)OC(C)(C)C Tert-butyl 4-nitropiperidine-1-carboxylate